(R)-4-((1-(Hydroxymethyl)cyclobutyl)amino)-2-(6-(thiazol-2-yl)-3,4-dihydroisoquinolin-2(1H)-yl)-6,7-dihydrothieno[3,2-d]pyrimidine 5-oxide OCC1(CCC1)NC=1C2=C(N=C(N1)N1CC3=CC=C(C=C3CC1)C=1SC=CN1)CC[S@]2=O